F\C(\C(=O)OCC)=C\C1=NC=CC=N1 ethyl (E)-2-fluoro-3-(pyrimidin-2-yl)acrylate